3-(4-pyridinyl)alanine N1=CC=C(C=C1)C[C@H](N)C(=O)O